1-(tert-butoxycarbonyl)-4-((4-chlorophenyl)amino)piperidine-4-carboxylic acid C(C)(C)(C)OC(=O)N1CCC(CC1)(C(=O)O)NC1=CC=C(C=C1)Cl